2,2-dimethyl-aziridine CC1(NC1)C